COC1=C(CN[C@H]2CC[C@@H]([C@@H](C2)O)NCC=2C=CC=C3C=CC=NC23)C=CC=C1 (1R,2S,5S)-5-((2-Methoxybenzyl)amino)-2-((quinolin-8-ylmethyl)amino)cyclohexan-1-ol